CN(C)C1=CC=C(C=C1)N=NC2=CC=CC=C2C(=O)O 4'-dimethylaminoazobenzene-2-carboxylic acid